11-{6-[(2-decyl-1-oxododecyl) oxy] hexyl}-2-methyl-9-oxo-2,8-diaza-5,10-dioxaheptadecan-17-yl 2-decyldodecanoate C(CCCCCCCCC)C(C(=O)OCCCCCCC(OC(NCCOCCN(C)C)=O)CCCCCCOC(C(CCCCCCCCCC)CCCCCCCCCC)=O)CCCCCCCCCC